5-(4-Chloro-2-fluoro-6-methylphenyl)-3-(4-(4-methylpiperazin-1-yl)pyrid-3-yl)-1H-pyrazolo[4,3-c]pyridazin-6(5H)-on ClC1=CC(=C(C(=C1)C)N1N=C2C(=CC1=O)NN=C2C=2C=NC=CC2N2CCN(CC2)C)F